O=C1NC(CCC1N1C(N(C2=C1C=CC(=C2)C2CN(CC2)C2CCN(CC2)C2=CC=C(C=C2)CNC(OC(C)(C)C)=O)C)=O)=O tert-butyl N-{[4-(4-{3-[1-(2,6-dioxopiperidin-3-yl)-3-methyl-2-oxo-1,3-benzodiazol-5-yl]pyrrolidin-1-yl}piperidin-1-yl)phenyl]methyl}carbamate